COC([C@H]([C@@H](C)O)CNC(C1=CC=CC=C1)=O)=O (2s,3r)-2-benzoylaminomethyl-3-hydroxybutyric acid methyl ester